benzothiazole-2-amine S1C(=NC2=C1C=CC=C2)N